tert-butyl-6-amino-3,5-dimethylquinazolin-4(3H)-one C(C)(C)(C)C1=NC2=CC=C(C(=C2C(N1C)=O)C)N